FC1(C(CCC1)OC1=C(C=C(C=C1)NC(=O)C=1N=C(OC1CC(F)(F)F)N1CC2(CC2)CC1)F)F N-(4-((2,2-difluorocyclopentyl)oxy)-3-fluorophenyl)-2-(5-azaspiro[2.4]heptan-5-yl)-5-(2,2,2-trifluoroethyl)oxazole-4-carboxamide